Methyl 5-methyl-6-(2,2,2-trifluoro-1,1-dimethyl-ethyl)pyrrolo[2,3-b]pyrazine-3-carboxylate CN1C(=CC=2C1=NC(=CN2)C(=O)OC)C(C(F)(F)F)(C)C